4-(m-tolyl)-1-tolyl-1H-1,2,3-triazole C1(=CC(=CC=C1)C=1N=NN(C1)C1=C(C=CC=C1)C)C